sodium 2-(8-chloro-2-((cyclopropylmethyl)((3-methoxycyclobutyl)methyl)amino)-9-(methylthio)-5-oxobenzo[b][1,8]naphthyridin-10(5H)-yl)acetate ClC=1C=CC2=C(N(C=3N=C(C=CC3C2=O)N(CC2CC(C2)OC)CC2CC2)CC(=O)[O-])C1SC.[Na+]